2-ethylhexane palmitate C(CCCCCCCCCCCCCCC)(=O)O.C(C)C(C)CCCC